icosanoyl-phosphocholine C(CCCCCCCCCCCCCCCCCCC)(=O)C(OP(=O)([O-])O)C[N+](C)(C)C